2-methyl-3-(benzyl)benzothiazole iodide [I-].CC1SC2=C(N1CC1=CC=CC=C1)C=CC=C2